(-)-(S)-3-methyl-9-fluoro-2,3-dihydro-3-methyl-10-(4-methyl-1-piperazinyl)-7-oxo-7H-pyrido[1,2,3-de]-1,4-benzoxazine-6-carboxylic acid hemihydrate O.CC1(COC=2C=3N1C=C(C(C3C=C(C2N2CCN(CC2)C)F)=O)C(=O)O)C.CC2(COC=3C=1N2C=C(C(C1C=C(C3N3CCN(CC3)C)F)=O)C(=O)O)C